NC=1NC(C=2N=CN(C2N1)[C@H]1C[C@@H](CO1)O)=O.[Ca] calcium (2R,3S,5R)-5-(2-amino-1,9-dihydro-6H-purin-6-one-9-yl)-3-hydroxytetrahydrofuran